tert-butyl 3-(((diethoxyphosphoryl)methyl)thio)piperidine-1-carboxylate C(C)OP(=O)(OCC)CSC1CN(CCC1)C(=O)OC(C)(C)C